ClC1=CC=C(C=C1)C=1C(=CN(C(C1)=O)C)C=1C=NN(C1)C1=C(C(=O)O)C=CC(=C1)OC 2-{4-[4-(4-Chloro-phenyl)-1-methyl-6-oxo-1,6-dihydro-pyridin-3-yl]-pyrazol-1-yl}-4-methoxy-benzoic acid